N-(5-(5-((1R,2S)-2-fluorocyclopropyl)-1,2,4-oxadiazol-3-yl)-2-methylphenyl)-7-(2-(2-hydroxy-2-methylpropoxy)ethyl)imidazo[1,2-a]pyridine-3-carboxamide F[C@@H]1[C@H](C1)C1=NC(=NO1)C=1C=CC(=C(C1)NC(=O)C1=CN=C2N1C=CC(=C2)CCOCC(C)(C)O)C